thiazolo[4,5-d]pyrimidin-7-amine S1C=NC=2N=CN=C(C21)N